BrC1=NC(=CC(=C1F)C=O)C 2-bromo-3-fluoro-6-methylpyridine-4-carbaldehyde